3-(1'-((1-(4-fluorobenzyl)-1H-pyrazol-4-yl)methyl)-6-oxo-6,8-dihydro-2H,7H-spiro[furo[2,3-e]isoindole-3,4'-piperidin]-7-yl)piperidine-2,6-dione FC1=CC=C(CN2N=CC(=C2)CN2CCC3(CC2)COC2=C4CN(C(C4=CC=C23)=O)C2C(NC(CC2)=O)=O)C=C1